FC1(C(N=C(C2=CC=CC=C12)C=1C(NC2=CC=CC=C2C1)=O)(C)C)F 3-(4,4-difluoro-3,4-dihydro-3,3-dimethylisoquinolinyl)quinolone